C(C(=O)O)(=O)O.CC1=NOC(=N1)C=1N=C(SC1)OCCCN1CCN(CC1)C1=NSC2=C1C=CC=C2 3-(4-{3-[4-(3-Methyl-[1,2,4]oxadiazol-5-yl)-thiazol-2-yloxy]-propyl}-piperazin-1-yl)-benzo[d]isothiazole oxalate